ClC1=CC=C(C=C1)CCC(=O)N(C1=C(C(=NN1)C1=CC=NC=C1)C)C(C(C)C)=O 3-(4-chlorophenyl)-N-isobutyryl-N-(4-methyl-3-(pyridin-4-yl)-1H-pyrazol-5-yl)propanamide